methylenebis(2-aminobenzoic acid) C(C=1C(=C(C(=O)O)C=CC1)N)C=1C(=C(C(=O)O)C=CC1)N